NCC=1N(C(C(N1)CC1C=CC(C=C1)=O)=O)CC=O [2-aminomethyl-5-oxo-4-(4-oxo-cyclohexa-2,5-dienylmethyl)-4,5-dihydro-imidazol-1-yl]-acetaldehyde